Methyl-2,4-dimethylbenzoyldiphenylphosphinate CC=1C(=C(C=CC1)P([O-])(=O)C1=CC=CC=C1)C(C1=C(C=C(C=C1)C)C)=O